O1CCC2=C1C=C(C=C2)[C@H](CC(=O)O)N2C(C(C2)CCCCC2=NC=1NCCCC1C=C2)=O (3S)-3-(2,3-dihydrobenzofuran-6-yl)-3-(2-oxo-3-(4-(5,6,7,8-tetrahydro-1,8-naphthyridin-2-yl)butyl)azetidin-1-yl)propanoic acid